C(=O)O.NC1=NC=CC(=C1)C#CC1=CN=C2N1N=C(C=C2)C2=CC(=C(C=C2)C(=O)N2CCOCC2)C (4-(3-((2-aminopyridin-4-yl)ethynyl)imidazo[1,2-b]pyridazin-6-yl)-2-methylphenyl)(morpholino)methanone formate salt